Ethyl-2-methylbutyrate C(C)OC(C(CC)C)=O